5-pyrrole-carboxylic acid N1C=CC=C1C(=O)O